C(=CC)[Si](O)(O)O propenyl-trihydroxysilane